BrC=1C=C(C=NC1)NCCCl 5-bromo-N-(2-chloroethyl)pyridine-3-amine